(2E)-3-(4-bromophenyl)prop-2-enoic acid BrC1=CC=C(C=C1)/C=C/C(=O)O